7-chloro-2-methyl-5-[3-(trifluoromethyl)-1-bicyclo[1.1.1]pentanyl]pyrido[3,4-b]pyrazine ClC1=CC=2C(=NC=C(N2)C)C(=N1)C12CC(C1)(C2)C(F)(F)F